C(C1=CC=CC=C1)(=O)O[C@H]1[C@@H](O[C@H]([C@@H](C1)O[Si](C1=CC=CC=C1)(C1=CC=CC=C1)C(C)(C)C)C)O[C@H](C)CC\C=C\C(=O)OC(C)(C)C (2R,3R,5R,6S)-2-(((R,E)-7-(tert-butoxy)-7-oxohept-5-en-2-yl)oxy)-5-((tert-butyldiphenylsilyl)oxy)-6-methyltetrahydro-2H-pyran-3-yl benzoate